NCCNC(=O)C1=NC(=CN=C1)C=1NC2=CC=C(C=C2C1C)OC(F)(F)F N-(2-aminoethyl)-6-(3-methyl-5-(trifluoromethoxy)-1H-indol-2-yl)pyrazine-2-carboxamide